(S)-3-AMINO-2-METHYLPROPANOIC ACID-HCL Cl.NC[C@@H](C(=O)O)C